Di-benzothiophen C1=CC=CC=2SC3=C(C21)C=CC=C3